C1(CC1)C1=CC=C(C=N1)N[C@H](C)C=1C=C(C=C2C(C(=C(OC12)C1=CC=CC=C1)C)=O)C 8-[(1R)-1-[(6-Cyclopropyl-3-pyridyl)amino]ethyl]-3,6-dimethyl-2-phenyl-chromen-4-one